4-bromo-2',3',4',5'-tetrahydro-[1,1'-biphenyl]-3-ol BrC1=C(C=C(C=C1)C=1CCCCC1)O